C(C)(C)OC=1C=CC=C2C(=NC(=NC12)NC=1N=CN(C1)C1=CC(=C(C(=C1)OC)OC)OC)N1[C@@H](CCC1)CO (S)-(1-(8-isopropoxy-2-((1-(3,4,5-trimethoxyphenyl)-1H-imidazol-4-yl)amino)quinazolin-4-yl)pyrrolidin-2-yl)methanol